rac-(1S,2R,4S)-4-(5-(((benzyloxy)carbonyl)amino)-1-(tert-butyl)-1H-pyrazol-3-yl)-2-methoxycyclopentyl 4-nitrobenzoate [N+](=O)([O-])C1=CC=C(C(=O)O[C@@H]2[C@@H](C[C@@H](C2)C2=NN(C(=C2)NC(=O)OCC2=CC=CC=C2)C(C)(C)C)OC)C=C1 |r|